BrC1=CC=C(C=C1)C1(C(NC(N1)=O)=O)C1=CC=C(C=C1)Br 5,5-bis(4-bromophenyl)imidazolidine-2,4-dione